1-(5-(4-AMINO-7-CYCLOPROPYL-7H-PYRROLO[2,3-D]PYRIMIDIN-5-YL)-2-METHYLIMIDAZO[1,2-A]PYRIDIN-8-YL)-3-(5-(1-(TRIFLUOROMETHYL)CYCLOPROPYL)ISOXAZOL-3-YL)UREA NC=1C2=C(N=CN1)N(C=C2C2=CC=C(C=1N2C=C(N1)C)NC(=O)NC1=NOC(=C1)C1(CC1)C(F)(F)F)C1CC1